[5-[3-chloro-2-[2-(4-chlorophenyl)ethyl]-6-fluoro-phenyl]-1,3-dimethyl-6-oxo-pyridazin-4-yl] methylpropanoate CC(C(=O)OC=1C(=NN(C(C1C1=C(C(=CC=C1F)Cl)CCC1=CC=C(C=C1)Cl)=O)C)C)C